1-(3-(4,6-dimethoxy-2-methylpyrimidin-5-yl)-1H-pyrrolo[2,3-b]pyridin-6-yl)-3-(2-(4-ethylpiperazin-1-yl)ethyl)urea COC1=NC(=NC(=C1C1=CNC2=NC(=CC=C21)NC(=O)NCCN2CCN(CC2)CC)OC)C